CN1C[C@@H]([C@H](C1)C1=CC=CC=C1)NC(=O)C=1C=C2C(=NC1)NN=C2C2=CC(=NC=C2)C N-((3R,4S)-1-methyl-4-phenylpyrrolidin-3-yl)-3-(2-methylpyridin-4-yl)-1H-pyrazolo[3,4-b]pyridine-5-amide